1-amino(N-methyl)sulfonamide NCNS(=O)=O